C(C)OCCOC(=O)N1CCC(CC1)N1N=CC=2C1=NC(=NC2NC(=O)C=2SC(=CC2)[N+](=O)[O-])C2=CC=C(C=C2)Cl.C2(=C(C=C(C=C2)C)C)SC2=C(C=CC=C2)Br 2-(2,4-xylylmercapto)bromobenzene 2-ethoxyethyl-4-(6-(4-chlorophenyl)-4-(5-nitrothiophene-2-carboxamido)-1H-pyrazolo[3,4-d]pyrimidin-1-yl)piperidine-1-carboxylate